C(C)C=1C(NC2=CC(=CN=C2C1)CN1CCC(=CC1)C=1C=NC2=C(N=CC=C2C1)NC)=O 3-ethyl-7-((4-(8-(methylamino)-1,7-naphthyridin-3-yl)-3,6-dihydropyridin-1(2H)-yl)methyl)-1,5-Naphthyridin-2(1H)-one